2-(2-(3-(Trifluoromethyl)phenyl)propyl)-3-methylpyridine FC(C=1C=C(C=CC1)C(CC1=NC=CC=C1C)C)(F)F